C(CC)N(C(=N)NCCC)CCC 1,1,3-tripropylguanidine